4-chloro-3-(5,7-difluoro-4-oxo-6-(1,2,3,6-tetrahydropyridin-4-yl)-1,4-dihydroquinolin-2-yl)Benzonitrile ClC1=C(C=C(C#N)C=C1)C=1NC2=CC(=C(C(=C2C(C1)=O)F)C=1CCNCC1)F